(3S)-3-(4-Fluorophenoxymethyl)-2-{[6-methyl-3-(pyrimidin-2-yl)pyridin-2-yl]carbonyl}-2-azabicyclo[3.1.1]heptan FC1=CC=C(OC[C@H]2N(C3CC(C2)C3)C(=O)C3=NC(=CC=C3C3=NC=CC=N3)C)C=C1